C1(CC1)N(CCC(C(=O)O)NC(CC(C)C)=O)CCCCC1=NC=2NCCCC2C=C1 4-[cyclopropyl-[4-(5,6,7,8-tetrahydro-1,8-naphthyridin-2-yl)butyl]amino]-2-(3-methylbutanoylamino)butanoic acid